N1=CC=CC=2C(=CC=CC12)N quinolin-5-amine